O=C(\C=C/C1=CC=C(OCC(=O)O)C=C1)C1=CC=C(C=C1)C1=CC=CC=C1 2-[4-[(Z)-3-Oxo-3-(4-phenylphenyl)prop-1-enyl]phenoxy]acetic acid